Cl.CN1N=C2C(=CC(=CC2=C1)C1=CC2=C(C=N1)N=C(S2)OC2CCNCC2)C#N 2-methyl-5-{2-[(piperidin-4-yl)oxy][1,3]thiazolo[4,5-c]pyridin-6-yl}-2H-indazole-7-carbonitrile hydrochloride